(S)-N-(3-chloro-4-fluorophenyl)-7-fluoro-1-((7-(4-methoxybenzyl)-7H-pyrrolo[2,3-d]pyrimidin-2-yl)amino)-2,3-dihydro-1H-indene-4-carboxamide ClC=1C=C(C=CC1F)NC(=O)C=1C=2CC[C@@H](C2C(=CC1)F)NC=1N=CC2=C(N1)N(C=C2)CC2=CC=C(C=C2)OC